FC1=C(C=CC(=C1)F)[C@@H]1N(CCC1)C1=NC=2N(C=C1)N=CC2C2=CC=CC(=N2)N2CCN(CC2)CC2=C(C=CC=C2)N2C(NC(CC2)=O)=O (R)-1-(2-((4-(6-(5-(2-(2,4-difluorophenyl)pyrrolidin-1-yl)pyrazolo[1,5-a]pyrimidin-3-yl)pyridin-2-yl)piperazin-1-yl)methyl)phenyl)dihydropyrimidine-2,4(1H,3H)-dione